1-ethoxy-3-(1H-indol-3-yl)propan-2-amine trifluoroacetate FC(C(=O)O)(F)F.C(C)OCC(CC1=CNC2=CC=CC=C12)N